CC=1OC2=C(C1C(=O)OCC)C=C(C=C2)OC(C)(C)C2=CC=CC=C2 ethyl 2-methyl-5-(2-phenylpropan-2-yloxy)benzofuran-3-carboxylate